1-Methyl-N-{2-oxo-1-[cis-4-[(3-methoxy-4-methylphenyl)carbamoyl]cyclohexyl]-2,3-dihydro-1H-1,3-benzodiazol-4-yl}-1H-pyrazole-5-carboxamide CN1N=CC=C1C(=O)NC1=CC=CC=2N(C(NC21)=O)[C@@H]2CC[C@@H](CC2)C(NC2=CC(=C(C=C2)C)OC)=O